C(C)C1C(=O)OCC1 ethyl-4-butyrolactone